(2-(4-(2,3-dichlorophenyl)piperazin-1-yl)-2-carbonyl-ethyl)-2-fluorocyclohexane-1-one ClC1=C(C=CC=C1Cl)N1CCN(CC1)C(CC1(C(CCCC1)=O)F)=C=O